t-octyl peroxy-n-octanoate C(CCCCCCC)(=O)OOC(C)(C)CC(C)(C)C